N-methyl-methanesulfonamide hydrochloride Cl.CNS(=O)(=O)C